(R)-3-(5-Bromo-2H-indazol-2-yl)pyrrolidine-1-carboxylic acid tert-butyl ester C(C)(C)(C)OC(=O)N1C[C@@H](CC1)N1N=C2C=CC(=CC2=C1)Br